COC1=CC=C(C=C1)N1C(N=C(C=C1)C1=CC=CC=C1)=S 1-(4-methoxyphenyl)-4-phenyl-2(1H)-pyrimidinethione